N1(CCC1)C1=NC(=NC=C1C#N)NC=1C(=CC(=C(C1)NC(C=C)=O)N(C)CCN(C)C)OC N-(5-(4-(azetidin-1-yl)-5-cyanopyrimidin-2-ylamino)-2-((2-(dimethyl-amino)ethyl)(methyl)amino)-4-methoxyphenyl)acrylamide